[Si](C)(C)(C(C)(C)C)OC1(CN2C(OC1)=C(C=N2)S(=O)(NC(NC2=C1CCCC1=CC=1CCCC21)=O)=NC(C2=CC=CC=C2)(C2=CC=CC=C2)C2=CC=CC=C2)C 6-((tert-butyldimethylsilyl)oxy)-N-((1,2,3,5,6,7-hexahydro-s-indacen-4-yl)carbamoyl)-6-methyl-N'-trityl-6,7-dihydro-5H-pyrazolo[5,1-b][1,3]oxazine-3-sulfonimidamide